4-(4-Chloro-3-methylphenyl)-5-[4-[(3S)-1-(3-fluoropropyl)pyrrolidin-3-yl]oxyphenyl]-2,3-dihydro-1-benzothiepin ClC1=C(C=C(C=C1)C=1CCSC2=C(C1C1=CC=C(C=C1)O[C@@H]1CN(CC1)CCCF)C=CC=C2)C